4-chlorobenzyl (S)-(4-(1-methyl-5-oxopiperazin-2-yl)phenyl)carbamate CN1[C@H](CNC(C1)=O)C1=CC=C(C=C1)NC(OCC1=CC=C(C=C1)Cl)=O